N-[(2-amino-3-chloroquinolin-7-yl)methyl]-N-(2-methanesulfonylpyridin-3-yl)-2-(trifluoromethyl)pyrimidine-5-carboxamide NC1=NC2=CC(=CC=C2C=C1Cl)CN(C(=O)C=1C=NC(=NC1)C(F)(F)F)C=1C(=NC=CC1)S(=O)(=O)C